N1-(3,3,3-Trifluoropropyl)cyclohexane-1,4-diamine FC(CCNC1CCC(CC1)N)(F)F